NC1=CC(=C2C(N(CCCCC[C@@](C3=NN=C(C1=N2)O3)(C(F)(F)F)O)CC3=NNC=C3)=O)C(F)(F)F (6R)-17-Amino-6-hydroxy-12-(1H-pyrazol-3-ylmethyl)-6,15-bis(trifluoromethyl)-19-oxa-3,4,12,18-tetrazatricyclo[12.3.1.12,5]nonadeca-1(18),2,4,14,16-pentaen-13-one